C(C)(C)(C)N(C(O)=O)[C@H](CCO)CC(C)C.FC1=CC(=CC(=C1)C1CCC(CC1)C1CC(CC1)CCC)F 1,3-difluoro-5-(4-(3-propylcyclopentyl)cyclohexyl)benzene tert-butyl-(S)-(1-hydroxy-5-methylhexan-3-yl)carbamate